C(#N)C1=CC(=C(COC2=CC=CC(=N2)C2CCN(CC2)C(CF)C2=NC3=C(N2C[C@H]2OCC2)C=C(C=C3)C(=O)O)C=C1)F 2-(1-(4-(6-((4-cyano-2-fluorobenzyl)oxy)pyridin-2-yl)piperidin-1-yl)-2-fluoroethyl)-1-(((S)-oxetan-2-yl)methyl)-1H-benzo[d]imidazole-6-carboxylic acid